[K+].[OH-].[Li+].[OH-] lithium hydroxide potassium